C(C)(C)(C)[Sn](C(C)(C)C)(C(C)(C)C)C(C)(C)C tetra-tertiary butyl-tin